(R)-2-amino-4-(4-(4-sulfamoylphenyl)-1H-1,2,3-triazol-1-yl)butanoic acid N[C@@H](C(=O)O)CCN1N=NC(=C1)C1=CC=C(C=C1)S(N)(=O)=O